ClC1=CC=C(C=C1)C(=O)C1=CC=C(C=C1)C#CBr (4-chlorophenyl)[4-(2-bromoethynyl)phenyl]methanone